1,5-Benzothiazepin-4(5H)-one S1C=CC(NC2=C1C=CC=C2)=O